tert-butyl [1-(1-benzyl-1H-tetrazol-5-yl)-3,3-difluorocyclobutyl]carbamate C(C1=CC=CC=C1)N1N=NN=C1C1(CC(C1)(F)F)NC(OC(C)(C)C)=O